CC1(OCC(CO1)CNC)C 1-(2,2-dimethyl-1,3-dioxan-5-yl)-N-methyl-methanamine